BrC1=CC=C2C(=NN(C2=C1)C)NCCC(=O)OC methyl 3-[(6-bromo-1-methyl-1H-indazole-3-yl)amino]propanoate